3-hydroxycaproyl-CoA OC(CC(=O)SCCNC(CCNC([C@@H](C(COP(OP(OC[C@@H]1[C@H]([C@H]([C@@H](O1)N1C=NC=2C(N)=NC=NC12)O)OP(=O)(O)O)(=O)O)(=O)O)(C)C)O)=O)=O)CCC